N,3,5-trimethoxy-N-methylbenzamide CON(C(C1=CC(=CC(=C1)OC)OC)=O)C